di-n-octyl-4,4'-bipyridinium dibromide [Br-].[Br-].C(CCCCCCC)[N+]1=CC=C(C=C1)C1=CC=[N+](C=C1)CCCCCCCC